C[C@H]1CN(CCN1C1CC2(C1)CCC2)CC2=CC=1N(C=C2)N=CC1N1C(NC(CC1)=O)=O (S)-1-(5-((3-methyl-4-(spiro[3.3]heptan-2-yl)piperazin-1-yl)methyl)pyrazolo[1,5-a]pyridin-3-yl)dihydropyrimidine-2,4(1H,3H)-dione